FC=1C(=CC=2C3=C(NC(C2C1)=O)COCC3N(C(=O)C3=CNC(C(=C3)C(F)(F)F)=O)C)F N-(8,9-difluoro-6-oxo-1,4,5,6-tetrahydro-2H-pyrano[3,4-c]isoquinolin-1-yl)-N-methyl-6-oxo-5-(trifluoromethyl)-1,6-dihydropyridine-3-carboxamide